BrCC(CCOC1=C(C(=C(C=C1)C(CC(C)(C)C)=O)O)C)C 1-(4-(4-bromo-3-methylbutoxy)-2-hydroxy-3-methylphenyl)-3,3-dimethylbutan-1-one